C(C)(C)(C)OC(=O)N1CC([C@@H](CC1)C1=CC=C2C(=NN(C2=C1)C)N1C(NC(CC1)=O)=O)(F)F (4S)-4-[3-(2,4-Dioxohexahydropyrimidin-1-yl)-1-methyl-indazol-6-yl]-3,3-difluoro-piperidine-1-carboxylic acid tert-butyl ester